IC=1C=C(C=C2C(N(C(NC12)=S)C)=O)C 8-iodo-3,6-dimethyl-2-thioxo-2,3-dihydroquinazolin-4(1H)-one